ClC1=C(C=CC=C1COC1=NC(=C(C(=N1)OC)C=O)OC)C1=CC=CC=C1 2-((2-chloro-[1,1'-biphenyl]-3-yl)methoxy)-4,6-dimethoxypyrimidine-5-carbaldehyde